5-hydroxyl-3-methoxy-2-naphthoic acid OC1=C2C=C(C(=CC2=CC=C1)C(=O)O)OC